C(C=C)N1N(C2=NC(=NC=C2C1=O)NC1=CC2=C(N(C=N2)C)C=C1)C1=CC=CC(=N1)OC1CCN(CC1)C(=O)OC(C)(C)C tert-butyl 4-((6-(2-allyl-6-((1-methyl-1H-benzo[d]imidazol-5-yl)amino)-3-oxo-2,3-dihydro-1H-pyrazolo[3,4-d]pyrimidin-1-yl)pyridin-2-yl)oxy)piperidine-1-carboxylate